(R)-1-(3,3-difluoro-4-((5-(imidazo[1,2-a]pyrimidin-6-yl)-4-methoxypyrrolo[2,1-f][1,2,4]triazin-2-yl)amino)piperidin-1-yl)ethan-1-one FC1(CN(CC[C@H]1NC1=NN2C(C(=N1)OC)=C(C=C2)C=2C=NC=1N(C2)C=CN1)C(C)=O)F